diisopentyl-2,3-dichloro-maleic acid C(CC(C)C)OC(\C(=C(/C(=O)OCCC(C)C)\Cl)\Cl)=O